4-(2-acryloyl-1,2,3,4-tetrahydroisoquinolin-5-yl)-3-chloro-5-fluoro-2-methyl-1H-indole-7-carboxamide C(C=C)(=O)N1CC2=CC=CC(=C2CC1)C1=C2C(=C(NC2=C(C=C1F)C(=O)N)C)Cl